benzyl 2-azabicyclo[3.3.0]octane-3-carboxylate hydrochloride Cl.C12NC(CC2CCC1)C(=O)OCC1=CC=CC=C1